BrC1=C(NC2=CC=C(C=C2)C(C)(C)C)C=C(C=C1N1C2=CC=C(C=C2C=2C=C(C=CC12)C(C)(C)C)C(C)(C)C)C(C)(C)C 2-bromo-5-(tert-butyl)-N-(4-(tert-butyl)phenyl)-3-(3,6-di-tert-butyl-9H-carbazole-9-yl)aniline